tert-Butyl (5-bromo-2-(thiazol-4-ylmethoxy)benzyl)carbamate BrC=1C=CC(=C(CNC(OC(C)(C)C)=O)C1)OCC=1N=CSC1